N-[(4-Chlorophenyl)-methyl]-2-[methyl-(tetrahydro-pyran-4-yl-methyl)-amino]-4-(trifluoromethyl)-thiazole-5-carboxylic acid amide ClC1=CC=C(C=C1)CNC(=O)C1=C(N=C(S1)N(CC1CCOCC1)C)C(F)(F)F